CN(CCOC(C(=C)C)=O)C (2-dimethyl aminoethyl)methacrylate